C(CC\C=C/CCCCC)OC(CCCN(CCCC(=O)OCCC\C=C/CCCCC)CCCN(CCCC(=O)OCCC\C=C/CCCCC)CCOC(CCC1=CC=C(C=C1)N)=O)=O di((Z)-dec-4-en-1-yl)4,4'-((3-((2-((3-(4-aminophenyl)propanoyl)oxy) ethyl)(4-((Z)-dec-4-en-1-yloxy)-4-oxobutyl)amino)propyl)azanediyl)dibutanoate